FC1=CC(=CC2=CN(N=C12)C1CCN(C2(CC2)C1)C)C=1C=C(C=2N(N1)C=C(N2)C)C 6-[7-fluoro-2-(4-methyl-4-azaspiro[2.5]octan-7-yl)indazol-5-yl]-2,8-dimethyl-imidazo[1,2-b]pyridazine